C(C)C=1C=C2N=C3CCCCC3=C(C2=CC1OC)NC1CCN(CC1)C 6-ethyl-7-methoxy-N-(1-methylpiperidin-4-yl)-1,2,3,4-tetrahydroacridin-9-amine